CC(C)(C)[O-].[K+].C(C)N1C=C(C=2N=C(N=CC21)SCC=2C=CC(=C(C2)CC(=O)O)F)N2CC(OC(C2)(F)F)(F)F 2-(5-(((5-ethyl-7-(2,2,6,6-tetrafluoromorpholino)-5H-pyrrolo[3,2-d]pyrimidin-2-yl)thio)methyl)-2-fluorophenyl)acetic acid Potassium tert-butoxide